methyl (((1r,3r)-1'-(methyl-d3)-2'-oxo-5'-((8-(trifluoromethyl)quinolin-2-yl)amino)-1',2'-dihydrospiro[cyclobutane-1,3'-pyrrolo[2,3-c]pyridin]-3-yl)methyl)carbamate C(N1C(C2(C=3C1=CN=C(C3)NC3=NC1=C(C=CC=C1C=C3)C(F)(F)F)CC(C2)CNC(OC)=O)=O)([2H])([2H])[2H]